BrC=1C(=C(C=CC1)C(CC(=O)OCC)C(F)(F)F)F ethyl 3-(3-bromo-2-fluorophenyl)-4,4,4-trifluorobutanoate